(3S,4S,5R)-5-fluoro-1-(4-((5-isopropyl-8-((2R,3S)-2-methyl-3-((methylsulfonyl)meth-yl)azetidin-1-yl)isoquinolin-3-yl)amino)pyrimidin-2-yl)-4-methoxypiperidin-3-ol F[C@H]1[C@H]([C@H](CN(C1)C1=NC=CC(=N1)NC=1N=CC2=C(C=CC(=C2C1)C(C)C)N1[C@@H]([C@H](C1)CS(=O)(=O)C)C)O)OC